[Ga]=[Se].[In].[Cu] copper-indium-gallium-selenide